BrC=1C=C(C(N(C1)C(C)C)=O)C 5-bromo-1-isopropyl-3-methylpyridin-2(1H)-one